(S)-3-(3-(difluoromethoxy)-5-fluorophenyl)-5-(3-(trifluoromethyl)phenylsulfonyl)-6,6a,7,8,9,10-hexahydro-5H-pyrazino[1,2-a]pyrido[3,2-e]pyrazine FC(OC=1C=C(C=C(C1)F)C1=CC=2N(C[C@H]3N(C2N=C1)CCNC3)S(=O)(=O)C3=CC(=CC=C3)C(F)(F)F)F